COC(C1=CC(=CC(=C1)OC[C@H]1COCC1)Br)=O 3-bromo-5-[(3R)-tetrahydrofuran-3-ylmethoxy]benzoic acid methyl ester